[5-(4-pyridyl)-1,2,4-thiadiazol-3-yl]-2,2-dimethylpropanoate N1=CC=C(C=C1)C1=NC(=NS1)OC(C(C)(C)C)=O